tert-butyl (2R)-4-[3-cyano-2-(2-furyl) pyrazolo[1,5-a]pyrimidin-5-yl]-2-methyl-piperazine-1-carboxylate C(#N)C=1C(=NN2C1N=C(C=C2)N2C[C@H](N(CC2)C(=O)OC(C)(C)C)C)C=2OC=CC2